C1(CC1)S(=O)(=O)NC=1SC=C(N1)C(C(=O)NC1=C(C=C(C=C1)C1=NC(=CN=C1)OCC)C)CC 2-(2-(cyclopropanesulfonylamino)thiazol-4-yl)-N-(4-(6-ethoxypyrazin-2-yl)-2-methylphenyl)butanamide